BrC1=NC=CC(=C1)CN1N=CC2=C(C1=O)N(C1=C2SC(=N1)SC)C 6-((2-Bromopyridin-4-yl)methyl)-4-methyl-2-(methylthio)-4H-thiazolo[5',4':4,5]pyrrolo[2,3-d]pyridazin-5(6H)-one